ClC=1C=C(C=C(C1)F)C(=O)N1CC2=C(CC1)OC(=N2)C2=NC=C(C=C2)F (3-Chloro-5-fluorophenyl)[2-(5-fluoropyridin-2-yl)-6,7-dihydro[1,3]oxazolo[4,5-c]pyridin-5(4H)-yl]Methanone